4-(4,4-dimethyl-2,5-dioxo-3-(2-(isoquinolin-4-ylamino)ethyl)imidazolin-1-yl)-2-(trifluoromethyl)benzonitrile CC1(N(C(N(C1=O)C1=CC(=C(C#N)C=C1)C(F)(F)F)=O)CCNC1=CN=CC2=CC=CC=C12)C